3-(4-(benzyloxy)phenoxy)azetidine hydrochloride Cl.C(C1=CC=CC=C1)OC1=CC=C(OC2CNC2)C=C1